FC(C1=CC(=NN1C)/C(/N)=N/OC(=O)C1(CC1)C1=C(C=CC(=C1)F)C)F (Z)-5-(difluoromethyl)-N'-((1-(5-fluoro-2-methylphenyl)cyclopropane-1-carbonyl)oxy)-1-methyl-1H-pyrazole-3-carboximidamide